C(C)N(C=NC1=C(C=C(C(=C1)C(F)(F)F)OC1=C(C=CC=C1)F)C)C N-ethyl-N'-[4-(2-fluorophenoxy)-2-methyl-5-(trifluoromethyl)phenyl]-N-methyl-formamidine